calcium acrylamidophosphate C(=O)(C=C)NP(=O)([O-])[O-].[Ca+2]